5-methyl-N-(3-methylbutan-2-yl)pyrazoline CC1C=CNN1C(C)C(C)C